(R)-3-(2-((2,2-difluoropropyl)amino)propyl)phenol FC(CN[C@@H](CC=1C=C(C=CC1)O)C)(C)F